N1CCC(=CC1)C1=CC=C(C=C1)NC(=O)C12CCC(CC1)(C2)C(=O)NC2=CC=C(C=C2)CN bicyclo[2.2.1]heptane-1,4-dicarboxylic acid (4-aminomethyl-phenyl)-amide [4-(1,2,3,6-tetrahydro-pyridin-4-yl)-phenyl]-amide